3-((4-(difluoromethyl)-4H-1,2,4-triazol-3-yl)methyl)oxetan FC(N1C(=NN=C1)CC1COC1)F